OCC(=O)C1=C(N[C@H](C)C2=CC(=CC=3C(C(=C(OC32)C3=CC=CC=C3)C)=O)C)C=CC=C1 8-[(1R)-1-[2-(2-hydroxyacetyl)anilino]ethyl]-3,6-dimethyl-2-phenyl-benzopyran-4-one